hydroxymethyloxychalcone OCOC1=C(C=CC=C1)\C=C\C(=O)C1=CC=CC=C1